2-(2-Methyl-4-(((5-oxo-4-(2-(trifluoromethyl)phenyl)-4,5-dihydro-1H-1,2,4-triazol-1-yl)methyl)thio)phenoxy)acetic acid CC1=C(OCC(=O)O)C=CC(=C1)SCN1N=CN(C1=O)C1=C(C=CC=C1)C(F)(F)F